C(C)(C)(C)C1=C(C=C(C=N1)C=1N=C2SC[C@@H](CN2C(C1C#N)=O)C)O (R)-8-(6-(tert-butyl)-5-hydroxypyridin-3-yl)-3-methyl-6-oxo-3,4-dihydro-2H,6H-pyrimido[2,1-b][1,3]thiazine-7-carbonitrile